O1CCN(CC1)C=1C=CC2=C(NC(=N2)C2=NNC3=CC=C(C=C23)C(=O)NC2CCNCC2)C1 3-(6-morpholino-1H-benzo[d]imidazol-2-yl)-N-(piperidin-4-yl)-1H-indazole-5-carboxamide